COC1=C(C=CC=C1)C1=NN=C2N1C1=CC=CC=C1C(N2CC=2C=C(C=CC2)NC(=O)NC=2SC=CN2)=O 1-(3-((1-(2-methoxyphenyl)-5-oxo-[1,2,4]triazolo[4,3-a]quinazolin-4(5H)-yl)methyl)phenyl)-3-(thiazol-2-yl)urea